C(=O)O.N1(CCC1)CC1=C(CNC2=CC(=C(C=C2Cl)S(=O)(=O)NC2=NOC=C2)F)C(=CC=C1)F 4-((2-(azetidin-1-ylmethyl)-6-fluorobenzyl)amino)-5-chloro-2-fluoro-N-(isoxazol-3-yl)benzenesulfonamide formate